4-(4-{4-[(2s)-2-{[4-(5-Cyano-1-methyl-1H-1,3-benzodiazol-2-yl)phenyl]formamido}pent-4-ynamido]benzamido}-2-hydroxy-3-(propan-2-yloxy)benzamido)benzoic acid C(#N)C1=CC2=C(N(C(=N2)C2=CC=C(C=C2)C(=O)N[C@H](C(=O)NC2=CC=C(C(=O)NC3=C(C(=C(C(=O)NC4=CC=C(C(=O)O)C=C4)C=C3)O)OC(C)C)C=C2)CC#C)C)C=C1